C(=O)C1=C(C#N)C=CC(=C1)O formyl-4-hydroxybenzonitrile